tert-butyl (S)-5-((8-carbamoyl-6-(2-cyano-4-(difluoromethyl) phenyl) pyrido[3,2-d]pyrimidin-4-yl) amino)-3,3-difluoropiperidine-1-carboxylate C(N)(=O)C1=CC(=NC2=C1N=CN=C2N[C@H]2CC(CN(C2)C(=O)OC(C)(C)C)(F)F)C2=C(C=C(C=C2)C(F)F)C#N